1-palmitoylglycerol C(CCCCCCCCCCCCCCC)(=O)OCC(O)CO